C(C(=C)C)(=O)N.C(C(=C)C)(=O)N dimethacrylic amide